2-(9-benzyl-6-(1-methylcyclopropoxy)-9H-purin-8-yl)-5-(2-(4-methylpiperazin-1-yl)ethoxy)benzonitrile C(C1=CC=CC=C1)N1C2=NC=NC(=C2N=C1C1=C(C#N)C=C(C=C1)OCCN1CCN(CC1)C)OC1(CC1)C